tert-butyl (4S)-2-cyano-4-(4-methoxybutyl)-6,7-dihydro-4H-pyrazolo[1,5-a]pyrazine-5-carboxylate C(#N)C1=NN2C([C@@H](N(CC2)C(=O)OC(C)(C)C)CCCCOC)=C1